6-(pyridin-2-ylamino)-2-(trifluoromethyl)-9H-pyrido[4',3':3,4]cyclopenta[1,2-d]pyrimidin-9-one N1=C(C=CC=C1)NC1=CC2=C(C(C=3N=C(N=CC32)C(F)(F)F)=O)C=N1